6-Chloro-3-[[(1R)-1-[3,6-dimethyl-2-[1-(oxetan-3-yl)pyrazol-4-yl]-4-oxo-chromen-8-yl]ethyl]amino]pyridine-2-carbonitrile ClC1=CC=C(C(=N1)C#N)N[C@H](C)C=1C=C(C=C2C(C(=C(OC12)C=1C=NN(C1)C1COC1)C)=O)C